N-(3-fluorophenyl)-isothiazolidine-3-formamide 1,1-dioxide FC=1C=C(C=CC1)NC(=O)C1NS(CC1)(=O)=O